(E)-1-(4-Hydroxyphenyl)-3-[4-(methylamino)-3-nitrophenyl]prop-2-en-1-one OC1=CC=C(C=C1)C(\C=C\C1=CC(=C(C=C1)NC)[N+](=O)[O-])=O